4-[(2,6-difluoro-benzyl)amino]-2-[(1-cyclobutyl-1H-pyrazol-4-yl)amino]pyrimidin-5-carboxamide FC1=C(CNC2=NC(=NC=C2C(=O)N)NC=2C=NN(C2)C2CCC2)C(=CC=C1)F